C(C)OCC1=CC(=CC(=C1O)[N+](=O)[O-])[N+](=O)[O-] α-ethoxy-4,6-dinitro-o-cresol